9-fluoro-11β,17,21-trihydroxy-16α-methylpregna-1,4-diene-3,20-dione F[C@@]12[C@]3(C=CC(C=C3CC[C@H]1[C@@H]1C[C@H]([C@](C(CO)=O)([C@]1(C[C@@H]2O)C)O)C)=O)C